CN(C=1C=C2CN(C(C2=CC1)=O)C1C(NC(CC1)=O)=O)C1CC=CCC1NC 3-(5-(methyl(6-(methylamino)cyclohex-3-en-1-yl)amino)-1-oxoisoindolin-2-yl)piperidine-2,6-dione